ClC=1C=CC2=C(N3N(CC=CC3)C2=O)N1 2-Chloro-7,10-dihydro-5H-pyrido[2',3':3,4]pyrazolo[1,2-a]pyridazin-5-one